5,7-difluoro-3-(1,2,5,6-tetrahydropyridin-3-yl)-1,2-benzothiazole FC=1C=C(C2=C(C(=NS2)C=2CNCCC2)C1)F